FC(C1=NC=CC=C1SC=1N=C2C(=NC1)NC(=N2)N2CC1C(C1CC2)CN)(F)F (3-(5-((2-(Trifluoromethyl)pyridin-3-yl)thio)-1H-imidazo[4,5-b]pyrazin-2-yl)-3-azabicyclo[4.1.0]heptan-7-yl)methanamine